CC1=C(C=CC=C1C)[NH+]1CCN(CC1)C(CN1N=C(C2=C1CCCCC2)C(=O)N2CCCC2)=O 1-[4-(2,3-Dimethylphenyl)piperazin-4-ium-1-yl]-2-[3-(pyrrolidin-1-carbonyl)-5,6,7,8-tetrahydro-4H-cyclohepta[c]pyrazol-1-yl]ethanon